[Br-].C(CCC)N1CC=C(C=C1)C 1-butyl-4-methylpyridine Bromide